N1=C2C(=CC=C1)OC1=C(C(=C2)C#N)C=CC=C1 benzo[6,7]oxepino[3,2-b]pyridine-10-carbonitrile